4'-((3-cyanopyridin-2,6-diyl)bis(1H-1,2,3-triazole-4,1-diyl))bis(2-hydroxybenzoic acid) C(#N)C=1C(=NC(=CC1)C=1N=NN(C1)C=1C(=C(C(=O)O)C=CC1)O)C=1N=NN(C1)C=1C(=C(C(=O)O)C=CC1)O